1-tetradecyl-3-methylcyclohexane C(CCCCCCCCCCCCC)C1CC(CCC1)C